((tert-butyldiphenylsilyl)oxy)cyclopentan-1-ol [Si](C1=CC=CC=C1)(C1=CC=CC=C1)(C(C)(C)C)OC1(CCCC1)O